9-PHENANTHRENEBORONIC ACID C1=CC=CC=2C3=CC=CC=C3C(=CC12)B(O)O